C(C)(C)NC(O[C@H]1C[C@H](CC1)C1=NN(C(=C1)NC1=C(C=CC=2S(CCC21)(=O)=O)F)C(C)(C)C)=O (1R,3S)-3-(1-(tert-butyl)-5-((5-fluoro-1,1-dioxido-2,3-dihydrobenzo[b]thiophen-4-yl)amino)-1H-pyrazol-3-yl)cyclopentyl isopropylcarbamate